4-(difluoromethoxy)cyclohexane-1-amine FC(OC1CCC(CC1)N)F